(R)-N-(2-aminoethyl)-4-((3S,8S,9S,10R,13R,14S,17R)-3-hydroxy-10,13-dimethyl-2,3,4,7,8,9,10,11,12,13,14,15,16,17-tetradecahydro-1H-cyclopenta[a]phenanthren-17-yl)-N-methoxypentanamide NCCN(C(CC[C@@H](C)[C@H]1CC[C@H]2[C@@H]3CC=C4C[C@H](CC[C@@]4([C@H]3CC[C@]12C)C)O)=O)OC